CCCCCC(=O)/C=C/C=C\\C/C=C\\C/C=C\\CCCC(=O)SCCNC(=O)CCNC(=O)[C@@H](C(C)(C)COP(=O)(O)OP(=O)(O)OC[C@@H]1[C@H]([C@H]([C@@H](O1)N2C=NC3=C(N=CN=C32)N)O)OP(=O)(O)O)O The molecule is an oxo-fatty acyl-CoA that results from the formal condensation of the thiol group of coenzyme A with the carboxy group of 15-oxo-ETE. It has a role as a human xenobiotic metabolite. It is an enone, a long-chain fatty acyl-CoA, an oxo-fatty acyl-CoA and an unsaturated fatty acyl-CoA. It derives from a 15-oxo-ETE. It is a conjugate acid of a 15-oxo-ETE-CoA(4-).